FC1=C(C=CC(=C1F)OC)C1=CC(=C(N=N1)NC1C[C@@H]2[C@@H](CN(C2)CC2CCOCC2)C1)C(F)(F)F (3aR,5s,6aS)-N-(6-(2,3-difluoro-4-methoxyphenyl)-4-(trifluoromethyl)pyridazin-3-yl)-2-((tetrahydro-2H-pyran-4-yl)methyl)octahydro-cyclopenta[c]pyrrol-5-amine